ClC=CC Chloropropanen